N-(1-(2-(cyclopropanesulfonamido)thiazol-4-yl)cyclopropyl)-5-(4-methyl-1H-imidazol-1-yl)picolinamide C1(CC1)S(=O)(=O)NC=1SC=C(N1)C1(CC1)NC(C1=NC=C(C=C1)N1C=NC(=C1)C)=O